FC(C(=O)O)(F)F.ClC=1C=CC(=NC1)C1(OC2=C(O1)C=CC=C2N2[C@H]1[C@@H](NCC2)COC1)C |r| rac-(4aR,7aS)-1-(2-(5-Chloropyridin-2-yl)-2-methylbenzo[d][1,3]dioxol-4-yl)octahydrofuro[3,4-b]pyrazine trifluoroacetate